(5'S)-3-[(5-methoxyimidazo[1,2-a]pyridin-7-yl)methoxy]-5'-(pyrazin-2-yl)tetrahydro-3'H-spiro[cyclobutane-1,2'-pyrrolo[2,1-b][1,3]oxazol]-3'-one COC1=CC(=CC=2N1C=CN2)COC2CC1(C(N3C(O1)CC[C@H]3C3=NC=CN=C3)=O)C2